FC(C1=C(C=CC(=C1)C(F)(F)F)CC(=O)N(C1=CC=C(C=C1)F)CC=1OC(=NN1)C1=CC=C2C(=N1)NCC2)(F)F 2-(2,4-Bis(trifluoromethyl)phenyl)-N-((5-(2,3-dihydro-1H-pyrrolo[2,3-b]pyridin-6-yl)-1,3,4-oxadiazol-2-yl)methyl)-N-(4-fluorophenyl)acetamide